C(C)OC(CC1=C(C=C(C=C1)CNC(=O)OC(C)C)OCC=1C=C(C2=C(C=CO2)C1)Br)=O.NC1=C(C=C(C=C1)C(C(F)(F)F)(C(F)(F)F)C1=CC(=C(C=C1)N)O)O 2,2-bis-(4-amino-3-hydroxyphenyl)hexafluoropropane ethyl-2-(2-((7-bromobenzofuran-5-yl)methoxy)-4-((isopropoxycarbonylamino)methyl)phenyl)acetate